2-AMINO-2-HYDROXY-ACETIC ACID NC(C(=O)O)O